4-(5-(3-amino-4-chloro-1-methyl-1H-pyrazol-5-yl)-5-hydroxyoctahydropentalen-2-yl)-N-(3-chloro-4-fluorophenyl)-1-methyl-1H-imidazole-5-carboxamide NC1=NN(C(=C1Cl)C1(CC2CC(CC2C1)C=1N=CN(C1C(=O)NC1=CC(=C(C=C1)F)Cl)C)O)C